propyl 2-methoxybenzoate COC1=C(C(=O)OCCC)C=CC=C1